(5-(tert-butyl)furan-2-yl)boric acid C(C)(C)(C)C1=CC=C(O1)OB(O)O